C(C(=C)C)(=O)OCC(=O)O.C(CC)(=O)O propionic acid (2S)-2-methacryloyloxyacetate